C(#C)[Si](C=1SC=CC1)(C=1SC=CC1)C#C diethynyldi(2-thienyl)silane